OC1=C(C=CC=2OC3=CC(=CC(=C3C(C12)=O)O)OC)O[C@H]1[C@H](O)[C@@H](O)[C@H](O)[C@H](O1)CO[C@H]1[C@H](O)[C@@H](O)[C@H](O)CO1 1,8-dihydroxy-6-methoxy-2-[(6-O-beta-D-xylopyranosyl-beta-D-glucopyranosyl)oxy]-9H-xanthen-9-one